1-((4-(5-Amino-6-(1-(3,5-dimethoxyphenyl)-6-oxo-1,6-dihydropyridazin-3-yl)pyrazin-2-yl)-1H-pyrazol-1-yl)methyl)cyclopropane-1-carbonitril NC=1N=CC(=NC1C1=NN(C(C=C1)=O)C1=CC(=CC(=C1)OC)OC)C=1C=NN(C1)CC1(CC1)C#N